C(C)(C)(C)C1=C(OCC2=NN(C3=NC(=CC=C32)F)C(=O)OC(C)(C)C)C=C(C(=C1)Cl)F tert-Butyl 3-[(2-tert-butyl-4-chloro-5-fluoro-phenoxy)methyl]-6-fluoro-pyrazolo[3,4-b]pyridine-1-carboxylate